4-(4-((4'-chloro-5,5-dimethyl-3,4,5,6-tetrahydro-[1,1'-biphenyl]-2-yl)methyl)-piperazin-1-yl)-2-(pyrazolo[4,3-b]pyrrolo[3,2-e]pyridin-1(5H)-yl)benzoic acid ClC1=CC=C(C=C1)C1=C(CCC(C1)(C)C)CN1CCN(CC1)C1=CC(=C(C(=O)O)C=C1)N1N=CC2=NC3=C(C=C21)C=CN3